2-{1-[(2E)-3-chloroallyloxyimino]propyl}-3-hydroxy-5-perhydropyran-4-ylcyclohex-2-en-1-one Cl/C=C/CON=C(CC)C=1C(CC(CC1O)C1CCOCC1)=O